C(OCC1=CC=C(C=C1)NC(CNC(CNCCCOC[C@@H](OC[C@@H](OC(CN1C(C=CC1=O)=O)=O)C(C)C)CCCNC(=O)N)=O)=O)(OC1=CC=C(C=C1)[N+](=O)[O-])=O 4-((14S,17S)-1-(2,5-dioxo-2,5-dihydro-1H-pyrrol-1-yl)-l-4-isopropyl-l-2,15-dioxo-l-7-(3-ureidopropyl)-3,6,9-trioxa-13,16-diazaoctadecan-18-amido)benzyl (4-nitrophenyl) carbonate